FC=1C(=NC=2O[C@H]([C@@H]3[C@@H]4CC[C@H](CN3C3=NC(=C(C1C32)C)C)N4C(=O)OC(C)(C)C)C)[Sn](CCCC)(CCCC)CCCC tert-butyl (4R,7S,8S,9S)-14-fluoro-9,16,17-trimethyl-13-tributylstannyl-10-oxa-2,12,18,20-tetrazapentacyclo[9.7.1.14,7.02,8.015,19]icosa-1(18),11(19),12,14,16-pentaene-20-carboxylate